C(C)(C)(C)OC(NC1CN(CC1F)C1=CC2=C(N=C(N=C2N[C@H](C)C2=C(C(=CC=C2)C(F)F)F)C)C=N1)=O {1-[4-({(1R)-1-[3-(difluoromethyl)-2-fluorophenyl]ethyl}amino)-2-methylpyrido[3,4-d]pyrimidin-6-yl]-4-fluoropyrrolidin-3-yl}carbamic acid tert-butyl ester